4-methoxy-benzene-1-diazonium tetrafluoroborate F[B-](F)(F)F.COC1=CC=C(C=C1)[N+]#N